C1(=CC=CC=C1)C1=C(C(O)=CC=C1)O Phenylcatechol